tetracosanoamide C(CCCCCCCCCCCCCCCCCCCCCCC)(=O)N